ClC=1C(N(N=CC1N1CC(N(CC1)C(C)C1=C(C=C(C=C1)F)C(F)(F)F)=O)C1OCCN1)=O 4-chloro-5-(4-[1-[4-fluoro-2-(trifluoromethyl)phenyl]ethyl]-3-oxopiperazin-1-yl)-2-(oxazolidin-2-yl)-2,3-dihydropyridazin-3-one